C(C)(=O)C1=CC(=C(C=C1)O)N p-acetyl-aminophenol